COC[C@H]1N2[C@H](C[C@H](C1=O)CC2)C (1S,2R,4R,6S)-2-(methoxymethyl)-6-methyl-3-oxoquinuclidin